ethyl (2E)-3-(5-bromo-6-methylpyridin-2-yl)prop-2-enoate BrC=1C=CC(=NC1C)/C=C/C(=O)OCC